C(C)(C)(C)NC(=O)NC1=NC2=C(N1)C=C(C=C2)CCCC 1-(tert-butyl)-3-(6-butyl-1H-benzo[d]Imidazol-2-yl)urea